CC(=CC\C=C(\C=O)/CC=O)C (E)-2-(4-Methyl-3-pentenylidene)-butanedial